[6-[3-(1-hydroxycyclopropyl)-1,2,4-triazol-1-yl]-2-azaspiro[3.3]heptan-2-yl]-[3-[6-[(3S)-3-(trifluoromethyl)pyrrolidin-1-yl]-3-pyridyl]azetidin-1-yl]methanone OC1(CC1)C1=NN(C=N1)C1CC2(CN(C2)C(=O)N2CC(C2)C=2C=NC(=CC2)N2C[C@H](CC2)C(F)(F)F)C1